N=C1NC(C2=C(C3=C(C(=C12)O)C=CC=C3)O)=N 1,3-diimino-2,3-dihydro-1H-benzo[f]isoindole-4,9-diol